1-(2-(isoxazol-3-ylamino)-2-oxoethyl)-1-(2-((4-methyl-2-((2-(piperazin-1-yl)ethyl)carbamoyl)thiophen-3-yl)amino)-2-oxoethyl)azepan-1-ium O1N=C(C=C1)NC(C[N+]1(CCCCCC1)CC(=O)NC1=C(SC=C1C)C(NCCN1CCNCC1)=O)=O